C1(CCCCC1)(N)N (1R,2R) and (1S,2S)-cyclohexanediamine